FC1=C(C(=C(C(=C1[B-](C1=C(C(=C(C(=C1F)F)F)F)F)(C1=C(C(=C(C(=C1F)F)F)F)F)C1=C(C(=C(C(=C1F)F)F)F)F)F)F)F)F.C(#N)C1=[N+](C=CC=C1)CC1=CC=C(C=C1)OC 2-cyano-1-(4-methoxybenzyl)pyridinium tetrakis(pentafluorophenyl)borate